4-(4-{4-[4-(Dibutoxymethyl)piperidin-1-yl]-2,6-difluorophenyl}piperidin-1-yl)-2-(trifluoromethyl)benzonitrile C(CCC)OC(C1CCN(CC1)C1=CC(=C(C(=C1)F)C1CCN(CC1)C1=CC(=C(C#N)C=C1)C(F)(F)F)F)OCCCC